ClC=1C(=CC(=C(C(=O)NS(=O)(=O)N2CCC(CC2)N(C)C)C1)F)OCC1CCCC1 5-chloro-4-(cyclopentylmethoxy)-N-((4-(dimethylamino)piperidin-1-yl)sulfonyl)-2-fluorobenzamide